C1CCC2=C(C=CC=C12)NC1=C(C=C2C(=N1)NN=C2N)CCC N6-(2,3-dihydro-1H-inden-4-yl)-5-propyl-1H-pyrazolo[3,4-b]pyridine-3,6-diamine